(3S,3aS,6aR)-1-(6-(2-hydroxy-4-(trifluoromethyl)phenyl)-5-methyl-1,2,4-triazin-3-yl)octahydrocyclopenta[b]pyrrol-3-ol OC1=C(C=CC(=C1)C(F)(F)F)C1=C(N=C(N=N1)N1[C@H]2[C@@H]([C@@H](C1)O)CCC2)C